beta-D-glucopyranosyl-(1→2) alpha-L-arabinopyranoside O([C@H]1[C@H](O)[C@@H](O)[C@@H](O)CO1)[C@H]1[C@H](O)[C@@H](O)[C@H](O)[C@H](O1)CO